4-[(14-amino-3,6,9,12-tetraoxatetradecan-1-yl)carbamoyl]-2-[4,7,10-tris(carboxymethyl)-1,4,7,10-tetraazacyclododecan-1-yl]butanoic acid HCl salt Cl.NCCOCCOCCOCCOCCNC(=O)CCC(C(=O)O)N1CCN(CCN(CCN(CC1)CC(=O)O)CC(=O)O)CC(=O)O